BrC=1C=C2CC=3C=NN(C3C3=CN=C(C(O[C@@H](C4=CC(=CC=C4N2N1)F)C)=C3)N)CC (19R)-10-bromo-3-ethyl-16-fluoro-19-methyl-20-oxa-3,4,11,12,23-pentaazapentacyclo[19.3.1.02,6.08,12.013,18]pentacosa-1(24),2(6),4,8,10,13,15,17,21(25),22-decaen-22-amine